FC=1C(=C(C=CC1F)[C@@H]1[C@@H](O[C@@]([C@@H]1C)(C(F)(F)F)C)C(=O)NC=1C=C(C=NC1)C(=O)N)OC 5-[[(2R,3R,4R,5S)-3-(3,4-Difluoro-2-methoxy-phenyl)-4,5-dimethyl-5-(trifluoromethyl)tetrahydrofuran-2-carbonyl]amino]pyridin-3-carboxamid